5-(1-butyl-6-morpholino-1H-benzo[d]imidazol-2-yl)-3-methylbenzo[d]isoxazole C(CCC)N1C(=NC2=C1C=C(C=C2)N2CCOCC2)C=2C=CC1=C(C(=NO1)C)C2